ClC=1C=CC2=C(CC(CC=3N2C(=NN3)C3CN(CC3)C(=O)C3=NC=CC=C3)OC)C1 [3-(8-chloro-5-methoxy-5,6-dihydro-4H-[1,2,4]triazolo[4,3-a][1]benzazepin-1-yl)pyrrolidin-1-yl](pyridin-2-yl)methanone